diethyl ((7-bromo-3-(methyl(4,4,4-trifluorobutyl)amino)isoquinolin-6-yl)difluoromethyl)phosphonate BrC1=C(C=C2C=C(N=CC2=C1)N(CCCC(F)(F)F)C)C(F)(F)P(OCC)(OCC)=O